N1=C(C=CC=2CCCNC12)CCN1N=CC=C1C(=O)NC[C@@H](C(=O)O)NS(=O)(=O)C1=C(C=C(C=C1C)C)C (S)-3-(1-(2-(5,6,7,8-tetrahydro-1,8-naphthyridin-2-yl)ethyl)-1H-pyrazole-5-carboxamido)-2-((2,4,6-trimethylphenyl)sulphonamido)propanoic acid